CC(C(C(C(=O)O)O)O)O The molecule is a hydroxy monocarboxylic acid that is pentanoic acid carrying three carboxy substituents at positions 2, 3 and 4. It is a hydroxy monocarboxylic acid and a triol. It derives from a valeric acid.